FC1=C(CN2C(N(N=C2)C2=CC(=C(C=C2)OC=2C(=NNC2C)C)F)=O)C(=CC=C1)F 4-(2,6-difluorobenzyl)-2-(4-((3,5-dimethyl-1H-pyrazol-4-yl)oxy)-3-fluorophenyl)-2,4-dihydro-3H-1,2,4-triazol-3-one